3-(4-(3-(4-(4-bromo-7,7-dimethyl-5-oxo-5,7-dihydroindolo[1,2-a]quinazolin-10-yl)piperidin-1-yl)-1-oxa-8-azaspiro[4.5]decan-8-yl)-2,6-difluorophenyl)piperidine-2,6-dione BrC=1C=2C(N=C3N(C2C=CC1)C1=CC(=CC=C1C3(C)C)C3CCN(CC3)C3COC1(C3)CCN(CC1)C1=CC(=C(C(=C1)F)C1C(NC(CC1)=O)=O)F)=O